N-(2-(4-isobutyl-3,5-dioxo-1,2,4-thiadiazolidin-2-yl)ethyl)-N-methylglycine C(C(C)C)N1C(N(SC1=O)CCN(CC(=O)O)C)=O